C(C)(C)(C)OC(=O)N1C(=NC2=C1C=CC=C2OC2=CC=CC=C2)CN2C(C(=CC=C2)NC([C@H](CC\C=C\C(=O)N(C)C)NC(=O)OC)=O)=O tert-Butyl-(S,E)-2-((3-(7-(dimethylamino)-2-((methoxycarbonyl)amino)-7-oxohept-5-enamido)-2-oxopyridin-1(2H)-yl)methyl)-4-phenoxy-1H-benzo[d]imidazol-1-carboxylat